(2S,4S)-N-(3-Chloro-4-fluorophenyl)-1-(3-cyano-6-methyl-4-(trifluoromethyl)-pyridin-2-yl)-N-ethyl-4-((R)-3-(hydroxymethyl)morpholino)pyrrolidine-2-carboxamide ClC=1C=C(C=CC1F)N(C(=O)[C@H]1N(C[C@H](C1)N1[C@@H](COCC1)CO)C1=NC(=CC(=C1C#N)C(F)(F)F)C)CC